ClC1=NC=C(C(=N1)N1N=CC(=C1)N1C(C=CC=C1)=O)F 1-(1-(2-chloro-5-fluoropyrimidin-4-yl)-1H-pyrazol-4-yl)pyridin-2(1H)-one